C(C)(C)(C)OC(=O)N1N=CC(=C1)CBr.FC(C1NC(SC1)=O)F 4-(difluoromethyl)thiazolidin-2-one tert-butyl-4-(bromomethyl)pyrazole-1-carboxylate